(S)-2-(2-((4-amino-2-oxo-3-(4-phenoxyphenyl)-2,3-dihydro-1H-imidazo[4,5-c]pyridin-1-yl)methyl)pyrrolidine-1-carbonyl)-4-methyl-4-(4-methyl-3-oxopiperazin-1-yl)pent-2-enenitrile NC1=NC=CC2=C1N(C(N2C[C@H]2N(CCC2)C(=O)C(C#N)=CC(C)(N2CC(N(CC2)C)=O)C)=O)C2=CC=C(C=C2)OC2=CC=CC=C2